CNS(=O)(=O)C=1C=C2C(=CN(C2=CC1)C1=CC=C(C=C1)C(F)(F)F)C1=NN(C=C1)C n-methyl-3-(1-methyl-1H-pyrazol-3-yl)-1-(4-(trifluoromethyl)phenyl)-1H-indole-5-sulfonamide